1,6-dimethyl-1,6-dihydro-2H-pyrido[3',2':6,7]azepino[4,3,2-cd]isoindol-2-one CN1C(C=2C=CC=C3C2C1=CC1=C(N3C)N=CC=C1)=O